NC=1C(=NC(=CN1)C1=C(C=C(C=C1)NC([C@@H](O)C1=CC(=CC(=C1)F)F)=O)C)C(=O)NC1CCC1 (S)-3-amino-N-cyclobutyl-6-(4-(2-(3,5-difluorophenyl)-2-hydroxyacetamido)-2-methylphenyl)pyrazine-2-carboxamide